cyclopent-3-en-1-yloxymethylbenzeneAt C1(CC=CC1)OCOC(=O)C1=CC=CC=C1